ethoxy-aniline C(C)ONC1=CC=CC=C1